2-[(2-tert-butyl-1,1-dioxido-3-oxo-5-phenyl-2,3-dihydroisothiazol-4-yl)amino]ethyl (2,6-dimethylphenyl)acetate CC1=C(C(=CC=C1)C)CC(=O)OCCNC=1C(N(S(C1C1=CC=CC=C1)(=O)=O)C(C)(C)C)=O